C(C)N(C(CCSC)=O)C1=C(N=C(S1)C=1C=NC=CC1)C N-ethyl-N-[4-methyl-2-(3-pyridyl)thiazol-5-yl]-3-methylsulfanylpropionamide